[N+](=O)([O-])C1=C(OC2=CC=C(C=O)C=C2)C=CC(=C1)[N+](=O)[O-] 4-(2,4-dinitrophenoxy)benzaldehyde